Cl.C(C)N(C(C1=C(C=CC(=C1)F)OC1=C(N=CN=N1)N1CC2(CN(C2)[C@@H](C(C)C)C[C@@H](CNC)OC)CC1)=O)C(C)C N-ethyl-5-fluoro-N-isopropyl-2-((5-(2-((3R,5S)-5-methoxy-2-methyl-6-(methylamino)hex-3-yl)-2,6-diazaspiro[3.4]oct-6-yl)-1,2,4-triazin-6-yl)oxy)benzamide hydrochloride